N-(1-(tert-butyl)-1H-pyrazol-4-yl)-2-(4-((6-(N-cyano-S-methylsulfonimidoyl)quinolin-4-yl)oxy)-2-fluorophenyl)acetamide C(C)(C)(C)N1N=CC(=C1)NC(CC1=C(C=C(C=C1)OC1=CC=NC2=CC=C(C=C12)S(=O)(=NC#N)C)F)=O